[Cr+3].NC1=C2N=CN(C2=NC(=N1)OC)[C@H]1C[C@@H]([C@@](O1)(C=C)CO)O (2R,3S,5R)-5-(6-amino-2-methoxy-9H-purin-9-yl)-2-(hydroxymethyl)-2-vinyltetrahydrofuran-3-ol chromium(III)